2-bromo-3-hexylthiophene-5-carbaldehyde BrC=1SC(=CC1CCCCCC)C=O